2-{4-Amino-1-tert-butyl-1H-pyrazolo[3,4-d]pyrimidin-3-yl}-3-chloro-1-(difluoromethyl)-N-methyl-1H-indole-6-carboxamide NC1=C2C(=NC=N1)N(N=C2C=2N(C1=CC(=CC=C1C2Cl)C(=O)NC)C(F)F)C(C)(C)C